2-methoxyl-dibenzofuran 2-{[(2-amino-6-{1-[(1,3-oxazol-2-yl)amino]ethyl}phenyl)carbamothioyl]-amino}-2-(3-chloro-4-fluorophenyl)propyl-2,2-dimethylpropanoate NC1=C(C(=CC=C1)C(C)NC=1OC=CN1)NC(=S)NC(COC(C(C)(C)C)=O)(C)C1=CC(=C(C=C1)F)Cl.O(C)C1=CC2=C(OC3=C2C=CC=C3)C=C1